ClC1=C(C=CC=C1)C1=NOC(=C1COC1C[C@H]2CC[C@@H](C1)N2C(=O)N2CC1=CC=C(C=C1C2)C(=O)O)C2CC2 2-((1R,3R,5S)-3-((3-(2-chlorophenyl)-5-cyclopropylisoxazol-4-yl)methoxy)-8-azabicyclo[3.2.1]octane-8-carbonyl)isoindoline-5-carboxylic acid